CC1=NOC(=C1C1=CC2=C(N(C(=N2)[C@@H]2CCCC(N2C=2C=NC(=NC2)C)=O)[C@H]2CC3=C(N=C(S3)C)CC2)C=C1)C (S)-6-(5-(3,5-Dimethylisoxazol-4-yl)-1-((R)-2-methyl-4,5,6,7-tetrahydrobenzo[d]thiazol-6-yl)-1H-benzo[d]imidazol-2-yl)-1-(2-methylpyrimidin-5-yl)piperidin-2-one